CCC1=CC=C(C=C1)S(=O)(=O)OC1CCN(CC1)C1=NC=C(C=C1)NC1=NC=C2C(=N1)N(N=C2NC2=C(C=CC=C2C)C)C (1-(5-((3-((2,6-dimethylphenyl) amino)-1-methyl-1H-pyrazolo[3,4-d]pyrimidin-6-yl) amino) pyridin-2-yl) piperidin-4-yl) methyl-4-toluenesulfonate